C1(=CC=CC2=CC=CC=C12)C(C)=O 1-(naphthyl)-ethanone